4-bromo-6-methyl-1-tosyl-1,6-dihydro-7H-pyrazolo[3,4-c]Pyridin-7-one BrC=1C2=C(C(N(C1)C)=O)N(N=C2)S(=O)(=O)C2=CC=C(C)C=C2